2,2,2-trifluoroeThanon FC(C=O)(F)F